N-(2'-(4-methylpiperidin-1-yl)-[4,4'-bipyridin]-2-yl)-4-(trifluoromethyl)benzamide CC1CCN(CC1)C1=NC=CC(=C1)C1=CC(=NC=C1)NC(C1=CC=C(C=C1)C(F)(F)F)=O